4-bromo-5-(2-chloroethoxy)-6'-methyl-[2,2'-bipyridine]-6-amine BrC1=CC(=NC(=C1OCCCl)N)C1=NC(=CC=C1)C